ethyl 8-((4-methoxybenzyl) amino)-1-methyl-4-oxo-3,6-diphenyl-2,3-diazaspiro[4.4]non-1,7-diene-7-carboxylate COC1=CC=C(CNC2=C(C(C3(C(N(N=C3C)C3=CC=CC=C3)=O)C2)C2=CC=CC=C2)C(=O)OCC)C=C1